OC(CCC)C1=NC=C(C(=N1)C)C1=NC=C2C=C(N=CC2=C1)NC(=O)C1CC1 N-{7-[2-(1-hydroxybutyl)-4-methylpyrimidin-5-yl]-2,6-naphthyridin-3-yl}cyclopropanecarboxamide